(S)-4-Carboxy-3-hydroxyphenylglycine C(=O)(O)C1=C(C=C([C@H](N)C(=O)O)C=C1)O